2-((2,3,5,6-tetrafluoro-4-sulfamoylphenyl)sulfonyl)ethyl propionate C(CC)(=O)OCCS(=O)(=O)C1=C(C(=C(C(=C1F)F)S(N)(=O)=O)F)F